IC=1C=C(C=CC1)NC1=NC=2C=C(C=CC2C=2N1C=C(N2)C)C(=O)O 5-((3-Iodophenyl)amino)-2-methylimidazo[1,2-c]quinazoline-8-carboxylic acid